(R)-N-(6-(3-(2-Ethoxyphenoxy)piperidin-1-yl)pyrazin-2-yl)-6-methoxybenzo[d]thiazol-2-amin C(C)OC1=C(O[C@H]2CN(CCC2)C2=CN=CC(=N2)NC=2SC3=C(N2)C=CC(=C3)OC)C=CC=C1